FC(C(=O)O)(F)F.C1NCC2=CC(=CC=C12)C1=NOC=C1 3-(isoindolin-5-yl)isoxazole trifluoroacetate